N-(3-carbamoylbenzyl)-2-(isoquinolin-6-yl)-1-(3-(methylcarbamoyl)cyclopentyl)-1H-benzo[d]imidazole-6-carboxamide C(N)(=O)C=1C=C(CNC(=O)C=2C=CC3=C(N(C(=N3)C=3C=C4C=CN=CC4=CC3)C3CC(CC3)C(NC)=O)C2)C=CC1